C(C=C)C1=CC=C(C(=C1)O)C=1C(=CC(=CC1)CC=C)O 5',5-diallyl-2,2'-biphenol